ClC1=CC=C(C=2N1C=NC2)C(=O)OC methyl 5-chloroimidazo[1,5-a]pyridine-8-carboxylate